dithiobenzoate pyridinium [NH+]1=CC=CC=C1.C(C1=CC=CC=C1)(=S)[S-]